NC1=NC=NN2C1=C(C=C2C=2C=C(C(=NC2)C)C(=O)N[C@@H]2CN(C[C@@H]2F)C([C@](C(F)(F)F)(C)O)=O)C(F)(F)F 5-[4-amino-5-(trifluoromethyl)pyrrolo[2,1-f][1,2,4]triazin-7-yl]-N-[(3R,4S)-4-fluoro-1-[(2S)-3,3,3-trifluoro-2-hydroxy-2-methylpropanoyl]pyrrolidin-3-yl]-2-methylpyridine-3-carboxamide